C(CCCCC)C(CCC(=O)O)CCCCCCCC 4-hexyl-dodecanoic acid